7-benzyl-2-chloro-4-(pyrrolidin-1-yl)-5,6,7,8-tetrahydropyrido[3,4-d]pyrimidine C(C1=CC=CC=C1)N1CC=2N=C(N=C(C2CC1)N1CCCC1)Cl